4-((2'-fluoro-4'-(4-methylpiperazin-1-yl)-5'-nitro-[1,1'-biphenyl]-3-yl)methyl)morpholine FC1=C(C=C(C(=C1)N1CCN(CC1)C)[N+](=O)[O-])C1=CC(=CC=C1)CN1CCOCC1